(2S)-2-amino-3-(2-oxopyrrolidin-3-yl)propionitrile hydrochloride Cl.N[C@H](C#N)CC1C(NCC1)=O